8-bromo-1-methyl-1,6-naphthyridin-2(1H)-one BrC=1C=NC=C2C=CC(N(C12)C)=O